N-methyl-1,4-oxaazepan-6-carboxamide CNC(=O)C1CNCCOC1